O1CCNC2=C1C(=CC=C2)C=2CCN(CC2)C(=O)OC(C)(C)C tert-butyl 4-(3,4-dihydro-2H-1,4-benzoxazin-8-yl)-3,6-dihydro-2H-pyridine-1-carboxylate